7-[(3R,5S)-3,5-dimethylpiperazin-1-yl]-2-(2-methyl-1,3-benzoxazol-6-yl)-4H-pyrido[1,2-a]pyrimidin-4-one C[C@@H]1CN(C[C@@H](N1)C)C=1C=CC=2N(C(C=C(N2)C2=CC3=C(N=C(O3)C)C=C2)=O)C1